C(\C=C\C(=O)Cl)(=O)Cl fumaryl chloride